ethyl 2-(benzo[c][1,2,5]thiadiazole-4-sulfonamido)-4,5-dimethylthiophene-3-carboxylate N=1SN=C2C1C=CC=C2S(=O)(=O)NC=2SC(=C(C2C(=O)OCC)C)C